C[SiH](C1=CC=C(C=C1)C)C Dimethyl(p-tolyl)silane